CC1=NN2C(N=C(C=C2C)NC(=O)C2=CC=C(C3=CN(N=C23)C)N2CCN(CC2)C(=O)OC(C)(C)C)=C1 tert-butyl 4-[7-({2,7-dimethylpyrazolo[1,5-a]pyrimidin-5-yl}carbamoyl)-2-methylindazol-4-yl]piperazine-1-carboxylate